F[C@H]1CN(CC[C@]1(C)O)C1=NN=C(S1)C=1C(=CC(=NC1)C1=CC=C2N1N=CC(=C2)C#N)NC2COC2 7-(5-(5-((3S,4S)-3-fluoro-4-hydroxy-4-methylpiperidin-1-yl)-1,3,4-thiadiazol-2-yl)-4-(oxetan-3-ylamino)pyridin-2-yl)pyrrolo[1,2-b]pyridazine-3-carbonitrile